C(#N)C1=CC=C(C=C1)NC(=O)N(CCC(=O)O)C1CCCCC1 3-{[(4-cyanophenyl)carbamoyl](cyclohexyl)amino}propanoic acid